FC=1C(=CC(=C(NCC#CC=2C=C(C3=C(N(C=N3)CC(F)(F)F)C2)C(=O)N[C@@H]2[C@H](CN(CC2)C2C(COCC2)F)C)C1)OC)S(=O)(=O)C 6-[3-(5-fluoro-2-methoxy-4-methylsulfonyl-anilino)prop-1-ynyl]-N-[(3S,4S)-1-(3-fluorotetrahydropyran-4-yl)-3-methyl-4-piperidyl]-1-(2,2,2-trifluoroethyl)benzimidazole-4-carboxamide